C(C1=CC=CC=C1)ONC(C1=CC(=CC=C1)OCCCOC=1C(=NC(=NC1CC)N)N)=O N-(Benzyloxy)-3-[3-(2,4-diamino-6-ethylpyrimidin-5-yloxy)propoxy]benzamide